FC(OC1=CC(=C(CNC23CC(C2)C3)C=C1)F)F N-(4-(difluoromethoxy)-2-fluorobenzyl)bicyclo[1.1.1]pentan-1-amine